BrC1=CC=C(N=N1)N[C@@H]1CC[C@H]2CN(C[C@]21F)C(=O)C2=CC=1COCCC1S2 [(3aR,4R,6aS)-4-[(6-bromo-3-pyridazinyl)amino]-3a-fluorohexahydrocyclopenta[c]pyrrol-2(1H)-yl](6,7-dihydro-4H-thieno[3,2-c]pyran-2-yl)methanone